COC1=C(C=C(C=C1)C1=CN(C(C(=C1)NC)=O)C)NS(=O)(=O)C N-[2-methoxy-5-[1-methyl-5-(methylamino)-6-oxopyridin-3-yl]phenyl]methanesulfonamide